5-(2-oxopyrrolidin-1-yl)nicotinic acid O=C1N(CCC1)C=1C=NC=C(C(=O)O)C1